CC=1C=C(C=CC1)/C=C/C(=O)N1C(OCC1)=O (E)-3-(3-(m-methylphenyl)acryloyl)oxazolidin-2-one